FC=1C=C2[C@H]3CCCN3C=3C=CN4N=CC(NC(CCCC2=CC1)=O)=C4N3 (6R)-9-fluoro-2,17,20,21,24-pentaazapentacyclo[16.5.2.02,6.07,12.021,25]pentacosane-1(24),7,9,11,18(25),19,22-heptaene-16-one